lactoyl-ethanolamine C(C(O)C)(=O)C(O)CN